4-(2-methyl-2-propyl)benzoyl fluoride CC(C)(C)C1=CC=C(C(=O)F)C=C1